6-(1-(2,2-difluoroethyl)-4-(4-hydroxyphenyl)-1H-imidazol-5-yl)imidazo[1,2-b]pyridazine-3-carbonitrile FC(CN1C=NC(=C1C=1C=CC=2N(N1)C(=CN2)C#N)C2=CC=C(C=C2)O)F